S(N)([O-])(=O)=O.[K+] Kalium sulfamat